p-coumaryl ferulate C(\C=C\C1=CC(OC)=C(O)C=C1)(=O)OC\C=C\C1=CC=C(C=C1)O